C12CC(CC(C1)C2)OC2=C(C=C(C=C2C)NC(=O)C=2N=C(OC2CCF)N2CC(C2)(OC)CC)F N-(4-(bicyclo[3.1.1]heptan-3-yloxy)-3-fluoro-5-methylphenyl)-2-(3-ethyl-3-methoxyazetidin-1-yl)-5-(2-fluoroethyl)oxazole-4-carboxamide